tertbutyl 4-(oxetan-3-yl)-2-oxo-1,2lambda4,3-oxathiazolidine-3-carboxylate O1CC(C1)C1N(S(OC1)=O)C(=O)OC(C)(C)C